(6S)-6-[4-methylsulfonyl-3-(trifluoromethyl)phenoxy]-2-azaspiro[3.4]octane CS(=O)(=O)C1=C(C=C(O[C@@H]2CC3(CNC3)CC2)C=C1)C(F)(F)F